FC=1C(=C(CN2C(N(CC23CCN(CC3)C(COC)=O)C3=NC(=C(C=C3)C=3C=NNC3)OC)=O)C=CC1)C 1-(3-fluoro-2-methylbenzyl)-3-(6-methoxy-5-(1H-pyrazol-4-yl)pyridin-2-yl)-8-(2-methoxyacetyl)-1,3,8-triazaspiro[4.5]decan-2-one